7-((2S,5R)-2,5-diethyl-4-(1-(4-fluoro-2-(methoxymethyl)phenyl)ethyl)piperazin-1-yl)-4-methyl-2-(tetrahydro-2H-pyran-2-yl)-2,4-dihydro-5H-pyrazolo[4,3-b]pyridin-5-one C(C)[C@@H]1N(C[C@H](N(C1)C(C)C1=C(C=C(C=C1)F)COC)CC)C=1C=2C(N(C(C1)=O)C)=CN(N2)C2OCCCC2